ClC=1C=NC(=NC1)N1CCC2(CC(C2)CCCOC2=CC(=C(C=C2)CC(=O)N2CC(C2)CNC[C@@H]([C@H]([C@@H]([C@@H](CO)O)O)O)O)F)CC1 2-[4-[3-[7-(5-chloropyrimidin-2-yl)-7-azaspiro[3.5]nonan-2-yl]propoxy]-2-fluoro-phenyl]-1-[3-[[[(2S,3R,4R,5R)-2,3,4,5,6-pentahydroxyhexyl]amino]methyl]azetidin-1-yl]ethanone